3-bromo-4-((3'-fluoro-5'-methoxy-[1,1'-biphenyl]-4-yl)methyl)-2-methyl-4H-thieno[3,2-b]pyrrole BrC1=C(SC2=C1N(C=C2)CC2=CC=C(C=C2)C2=CC(=CC(=C2)OC)F)C